C1(=CC=CC=C1)C1=NNC=C1 phenyl-pyrazole